C(C)(C)(C)OC(=O)NCC1=CC=C(C=C1)NC(=O)C1=CC2=C(OCCC3=C2SC=C3)C=C1C=1C(=NC(=CC1)C(NCC1(CC1)O)=O)C(=O)OC methyl 3-(9-((4-(((tert-butoxycarbonyl)amino)methyl)phenyl)carbamoyl)-4,5-dihydrobenzo[b]thieno[2,3-d]oxepin-8-yl)-6-(((1-hydroxycyclopropyl)methyl)carbamoyl)picolinate